NC1=C(N=NN1CC1=CC=CC=C1)CNC1CCN(CC1)C1=C(C=CC=C1C)F (5-Amino-1-benzyl-1H-[1,2,3]triazol-4-ylmethyl)-[1-(2-fluoro-6-methyl-phenyl)-piperidin-4-yl]-amine